O1CCOC12CCC(CC2)NC=2C=1C=CN(C1C=CC2)CC(F)(F)F N-(1,4-dioxaspiro[4.5]decan-8-yl)-1-(2,2,2-trifluoroethyl)-1H-indol-4-amine